ClCN(C(=O)OCC1=CC(=C(O[C@H]2[C@@H]([C@H]([C@@H]([C@H](O2)C(=O)OCC=C)OC(=O)OCC=C)OC(=O)OCC=C)OC(=O)OCC=C)C=C1)[N+](=O)[O-])CC#C prop-2-en-1-yl (2S,3S,4S,5R,6S)-6-[4-({[chloromethyl(prop-2-yn-1-yl)carbamoyl]oxy}methyl)-2-nitrophenoxy]-3,4,5-tris({[prop-2-en-1-yloxy]carbonyl}oxy)oxane-2-carboxylate